4-cyclobutyl-3-(3,5-difluorophenyl)-4-oxobut-2-enoic acid (Z)-ethyl ester C(C)OC(\C=C(/C(=O)C1CCC1)\C1=CC(=CC(=C1)F)F)=O